1,5-dimethylhydantoin CN1C(=O)NC(=O)C1C